3,5-diiodosalicylic acid lithium [Li].IC1=C(C(C(=O)O)=CC(=C1)I)O